5,7-dimethoxy-2-(m-bromophenyl)-flavanone COC1=C2C(CC(OC2=CC(=C1)OC)(C1=CC=CC=C1)C1=CC(=CC=C1)Br)=O